tert-butyl ((1-(3-(3,4-dihydro-1,5-naphthyridin-1(2H)-yl)-1-(tetrahydro-2H-pyran-2-yl)-1H-pyrazolo[3,4-b]pyrazin-6-yl)-4-methoxypiperidin-4-yl)methyl)carbamate N1(CCCC2=NC=CC=C12)C1=NN(C2=NC(=CN=C21)N2CCC(CC2)(OC)CNC(OC(C)(C)C)=O)C2OCCCC2